ClC=1N=C(C2=C(N1)CCS2=O)NC2(CCC2)CO 2-chloro-4-((1-(hydroxymethyl)cyclobutyl)amino)-6,7-dihydrothieno[3,2-d]pyrimidine-5-oxide